Cl.CS(=O)(=O)C=1C=C(N)C=CC1 3-(methylsulfonyl)aniline hydrochloride